N-(4-acetamidophenyl)-2-((4-fluoro-2-methylphenyl)amino)-4-(trifluoromethyl)benzamide C(C)(=O)NC1=CC=C(C=C1)NC(C1=C(C=C(C=C1)C(F)(F)F)NC1=C(C=C(C=C1)F)C)=O